3-(2,5-dimethoxy-4-(methylthio)phenyl)pyridine COC1=C(C=C(C(=C1)SC)OC)C=1C=NC=CC1